2-nitroso-5-(N-ethyl-N-sulfopropylamino)phenol N(=O)C1=C(C=C(C=C1)N(CCCS(=O)(=O)O)CC)O